2-(4-Nitrophenyl)-2-azaspiro[3.3]heptane [N+](=O)([O-])C1=CC=C(C=C1)N1CC2(C1)CCC2